2-(4,6-dimethylpyrazolo[1,5-a]pyrazin-2-yl)-6-(4-isopropylpiperazin-1-yl)quinazolin-4(3H)-one CC=1C=2N(C=C(N1)C)N=C(C2)C2=NC1=CC=C(C=C1C(N2)=O)N2CCN(CC2)C(C)C